ClC=1C=C(C=C(C1)C(F)(F)F)N1[C@H](CCC1=O)C(=O)OC(C)(C)C (R)-tert-butyl 1-(3-chloro-5-(trifluoromethyl)phenyl)-5-oxopyrrolidine-2-carboxylate